ClC1=C(C=CC=C1)C1=CC=C(C=C1)C(=O)NC1=NC=C(C=C1)O 2'-chloro-N-(5-hydroxypyridin-2-yl)-[1,1'-biphenyl]-4-carboxamide